N-((1R,3S)-3-((5-bromo-2-chloropyrimidin-4-yl)amino)cyclopentyl)cyclopropanecarboxamide BrC=1C(=NC(=NC1)Cl)N[C@@H]1C[C@@H](CC1)NC(=O)C1CC1